glycidyl-α-n-propyl acrylate C(C=C)(=O)OCCCCC1CO1